2-propyl hexanoate C(CCCCC)(=O)OC(C)C